P(=O)(O)(O)[O-].C(CCCCCCCCCCCCCCC)[N+](C)(C)CCO hexadecyl-(2-hydroxyethyl)dimethylammonium dihydrogen phosphate